C1(CCC1)S(=O)(=O)NC1=NC=CC(=N1)C(C(=O)NC1=C(C=C(C=C1)C1=NC(=CN=C1)OCC)C)(C)C 2-(2-(cyclobutanesulfonamido)pyrimidin-4-yl)-N-(4-(6-ethoxypyrazin-2-yl)-2-methylphenyl)-2-methylpropanamide